1,1-bis(4-(N,N-di(p-tolyl)amino)phenyl)cyclohexane C1(=CC=C(C=C1)N(C1=CC=C(C=C1)C)C1=CC=C(C=C1)C1(CCCCC1)C1=CC=C(C=C1)N(C1=CC=C(C=C1)C)C1=CC=C(C=C1)C)C